N1=C(NC2=C1C=CC=C2)CC(=O)OCCCC butyl 2-benzimidazole-acetate